C(C)(C)(C)C1=C(N(C2=C(C=C(C=C12)CCO)[N+](=O)[O-])C(=O)O)C1=CC=CC=C1.OCCC=1C=C2C=C(N(C2=C(C1)[N+](=O)[O-])C(=O)OC(C)(C)C)C1=CC=CC=C1 tert-butyl 5-(2-hydroxyethyl)-7-nitro-2-phenyl-1H-indole-1-carboxylate {tert-butyl 5-(2-hydroxyethyl)-7-nitro-2-phenyl-1H-indole-1-carboxylate}